N=1C(NC(C1)=O)=O 2,4-imidazoledione